dihydroxy-ethyl-amine-oxide O[N+](CC)(O)[O-]